N1=CN=C2NC=NC2=C1C=1C(=NC=CC1)NC=1C=C(C=CC1C)NC(C1=CC=CC=C1)=O N-(3-(3-(9H-purin-6-yl)pyridin-2-ylamino)-4-methylphenyl)-benzamide